N-stearyl-N'-hydroxyethyl-ethylenediamine C(CCCCCCCCCCCCCCCCC)NCCNCCO